(2R,3R,3aS,6S,6aR)-6-[(2-amino-3-bromoquinolin-7-yl)oxy]-2-[4-(2-hydroxypropan-2-yl)-7H-pyrrolo[2,3-d]pyrimidin-7-yl]hexahydro-3aH-cyclopenta[b]furan-3,3a-diol NC1=NC2=CC(=CC=C2C=C1Br)O[C@H]1CC[C@]2([C@@H]1O[C@H]([C@@H]2O)N2C=CC1=C2N=CN=C1C(C)(C)O)O